7-chloro-6-fluoro-4-oxo-1-[4-(trifluoromethyl)-1,3-thiazol-2-yl]-1,4-dihydro-1,8-naphthyridine-3-carboxylate ClC1=C(C=C2C(C(=CN(C2=N1)C=1SC=C(N1)C(F)(F)F)C(=O)[O-])=O)F